(S)-1-(2-(benzo[d][1,3]dioxol-5-ylamino)-5-methylpyrimidin-4-yl)-N-(1-(3-chlorophenyl)-2-hydroxyethyl)-1H-imidazole-4-amide O1COC2=C1C=CC(=C2)NC2=NC=C(C(=N2)N2C=NC(=C2)C(=O)N[C@H](CO)C2=CC(=CC=C2)Cl)C